NC1=NC=CC2=C1C(=CN2[C@@H]2CN(CC2)C(C=C)=O)C#CC2=C(C(=NC(=C2F)OC)OC)F (S)-1-(3-(4-amino-3-((3,5-difluoro-2,6-dimethoxypyridin-4-yl)ethynyl)-1H-pyrrolo[3,2-c]pyridin-1-yl)pyrrolidin-1-yl)prop-2-en-1-one